3-oxa-7,9-diazabicyclo[3.3.1]nonane-2-d C12C(OCC(CNC1)N2)[2H]